Cl.COC(C[C@@H](C1=C(C=CC(=C1)F)F)N)=O (S)-3-amino-3-(2,5-difluorophenyl)propanoic acid methyl ester hydrochloride